C1(=CC=CC2=CC=CC=C12)OCC[C@@H](O)C1=CC=CC=C1 (R)-3-(naphthalen-1-yloxy)-1-phenylpropan-1-ol